C1=CC=C2C=C(C(=CC2=C1)C(=O)O)[O-] Hydroxynaphthoate